benzyl D-asparaginate, hydrochloride Cl.N[C@H](CC(N)=O)C(=O)OCC1=CC=CC=C1